C(C)(C)(C)[S@](=O)N[C@@H](C1=CC(=CS1)C(=N)N)C1CCCC1 5-((R)-(((S)-tert-butylsulfinyl)amino)(cyclopentyl)methyl)thiophene-3-carboxamidine